C(C)[Al]CC.[Al] monoaluminum diethyl-aluminum